2-{[4-(3,3-dimethyl-2-oxo-2,3-dihydro-1H-indol-6-yl)-1-oxo-2,3-dihydro-1H-isoindol-2-yl]methyl}prop-2-enenitrile CC1(C(NC2=CC(=CC=C12)C1=C2CN(C(C2=CC=C1)=O)CC(C#N)=C)=O)C